C1(CCC1)OC=1C=CC(=C(C1)N1CC2=CC=C(C=C2CC1)C1C(C1)C(=O)OC(C)(C)C)F tert-butyl 2-(2-(5-cyclobutoxy-2-fluorophenyl)-1,2,3,4-tetrahydroisoquinolin-6-yl)cyclopropanecarboxylate